Sodium tosylate S(=O)(=O)([O-])C1=CC=C(C)C=C1.[Na+]